(3-chloro-6-methoxypyridin-2-yl)(3-{[2-(4-cyclopropylphenyl)imidazo[1,2-a]pyrimidin-3-yl]methyl}-3,8-diazabicyclo[3.2.1]octan-8-yl)methanone ClC=1C(=NC(=CC1)OC)C(=O)N1C2CN(CC1CC2)CC2=C(N=C1N2C=CC=N1)C1=CC=C(C=C1)C1CC1